6-chloro-N-[1-(chloromethyl)-2-(2,4-dimethylphenyl)ethyl]-3-[3-(trifluoromethyl)phenoxy]pyridazine-4-amide ClC1=CC(=C(N=N1)OC1=CC(=CC=C1)C(F)(F)F)C(=O)NC(CC1=C(C=C(C=C1)C)C)CCl